FC(C(C(=O)OC1=CC=CC=C1)(C(F)(F)F)F)(F)F Phenyl heptafluoroisobutyrate